5-(((tert-butyldimethylsilyl)oxy)methyl)-2-methoxyaniline [Si](C)(C)(C(C)(C)C)OCC=1C=CC(=C(N)C1)OC